4-(5-Methylpyridin-2-yl)piperazin CC=1C=CC(=NC1)N1CCNCC1